6-Amino-9-[[6-[2-(dimethylamino)ethylamino]-3-pyridyl]methyl]-2-[(R)-methyl(propyl)phosphoryl]-7H-purin-8-one NC1=C2NC(N(C2=NC(=N1)[P@](=O)(CCC)C)CC=1C=NC(=CC1)NCCN(C)C)=O